C(#N)C1=C(C=C(C=C1)F)[C@@H]([C@H](C)C=1N(C(C(=C(N1)C(=O)NC=1C=NOC1)O)=O)C)C=1C(=NN(C1)CCOC)C 2-((1R,2S)-1-(2-cyano-5-fluorophenyl)-1-(1-(2-methoxyethyl)-3-methyl-1H-pyrazol-4-yl)propan-2-yl)-5-hydroxy-N-(isoxazol-4-yl)-1-methyl-6-oxo-1,6-dihydropyrimidine-4-carboxamide